O=C1N(CCC(N1)=O)N1C(C2=CC=C(C=C2C1=O)CN1CCC(CC1)C=1C2=C(N=C(N1)C)SC=C2)=O 2-(2,4-dioxotetrahydropyrimidin-1(2H)-yl)-5-((4-(2-methylthieno[2,3-d]pyrimidin-4-yl)piperidin-1-yl)methyl)isoindoline-1,3-dione